1,4-butylenediamine C(CCCN)N